(S)-2,3-dimethyl-4-(3-propynylaminopiperidin-1-yl)-1H-indole-7-carboxamide CC=1NC2=C(C=CC(=C2C1C)N1C[C@H](CCC1)NC#CC)C(=O)N